C(C)(=O)N1[C@H]([C@H](CCC1)NS(=O)(=O)C)CO[C@@H]1CC[C@@H](CC1)C1=C(C=C(C=C1)F)F N-(cis-1-acetyl-2-(((cis-4-(2,4-difluorophenyl)cyclohexyl)oxy)-methyl)piperidin-3-yl)methanesulfonamide